C(CCCCCC)OC(OCN1C(CC(C2=CC=C(C=C12)OCCCCN1CCN(CC1)C1=CC=CC=2SC=CC21)(C)C)=O)=O Carbonic acid 7-[4-(4-benzo[b]thiophen-4-ylpiperazin-1-yl)butoxy]-4,4-dimethyl-2-oxo-3,4-dihydro-2H-quinolin-1-ylmethyl ester heptyl ester